rel-(R)-2-(3-((1-methylpiperidin-3-yl)methyl)-[1,2,4]triazolo[4,3-a]pyridin-8-yl)-5-(trifluoromethyl)phenol CN1C[C@H](CCC1)CC1=NN=C2N1C=CC=C2C2=C(C=C(C=C2)C(F)(F)F)O |o1:3|